3,5-dimethyl-2-methoxyphenylboric acid CC=1C(=C(C=C(C1)C)OB(O)O)OC